BrC1=CC(=C(C=N1)S(=O)(=O)C1=CN(C2=CC(=CC(=C12)C)F)CC)C 3-[(6-bromo-4-methyl-3-pyridyl)sulfonyl]-1-ethyl-6-fluoro-4-methyl-indole